O1N=CC=C1C=1C(=NC(=NC1)NC1=CC=CC2=CC=CC=C12)OC 5-(isoxazol-5-yl)-4-methoxy-N-(naphthalen-1-yl)pyrimidin-2-amine